CC(C(=O)C1=CC=C(C=C1)SC)(C)N1CCOCC1 2-methyl-1-[4-(methylthio)phenyl]-2-morpholino-propane-1-On